C(CCCCCCCCCCC)SCCO 2-(n-dodecylthio)-ethanol